Benzyl 2-((3-(1,1-dioxidothiomorpholino)bicyclo[1.1.1]pentan-1-yl)amino)-4-methoxynicotinate O=S1(CCN(CC1)C12CC(C1)(C2)NC2=C(C(=O)OCC1=CC=CC=C1)C(=CC=N2)OC)=O